ICC1=C2CN(C(C2=CC=C1)=O)N1C(NC(CC1)=O)=O 1-(4-(iodomethyl)-1-oxoisoindolin-2-yl)dihydropyrimidine-2,4(1H,3H)-dione